Alpha-trifluoromethyl-styrene FC(C(=C)C1=CC=CC=C1)(F)F